(S)-N-(1-(7-(5-Fluoropyrimidin-2-yl)-2-methylquinolin-5-yl)cyclopropyl)-2-methyl-5-((1-methylazetidin-2-yl)methoxy)benzamide FC=1C=NC(=NC1)C1=CC(=C2C=CC(=NC2=C1)C)C1(CC1)NC(C1=C(C=CC(=C1)OC[C@H]1N(CC1)C)C)=O